ethyl 4-[4-(7-methyl-4-oxo-4,7-dihydro-3H-pyrrolo[2,3-d]pyrimidin-2-yl)-piperazin-1-yl]-benzoate CN1C=CC2=C1N=C(NC2=O)N2CCN(CC2)C2=CC=C(C(=O)OCC)C=C2